4-((7-methoxy-1H-imidazo[4,5-c][1,8]naphthyridin-1-yl)methyl)-3-(trifluoromethyl)benzenesulfonamide COC=1C=CC=2C3=C(C=NC2N1)N=CN3CC3=C(C=C(C=C3)S(=O)(=O)N)C(F)(F)F